rac-1-((2-(2,6-Dioxopiperidin-3-yl)-1-oxoisoindolin-5-yl)methyl)-3-(4-(((1R,3S)-3-(hydroxymethyl)cyclopentyl)methoxy)phenyl)urea O=C1NC(CC[C@H]1N1C(C2=CC=C(C=C2C1)CNC(=O)NC1=CC=C(C=C1)OC[C@H]1C[C@H](CC1)CO)=O)=O |&1:6|